O=C1N(CC2=C(C=CC=C12)NCCOC1=C(C=CC=C1)CC(=O)N)[C@@H]1CNC(CC1)=O 2-(2-(2-((1-oxo-2-((S)-6-oxopiperidin-3-yl)isoindolin-4-yl)amino)ethoxy)phenyl)acetamide